ClC1=C(C=C(C(=O)N2CC=3C(=NN4C3C(N([C@H](C4)C(=O)N)CC4=CC=C(C=C4)OC(F)F)=O)C[C@H]2C)C=C1)C#N |o1:16| (3R,8R*)-2-(4-Chloro-3-cyanobenzoyl)-9-(4-(difluoromethoxy)benzyl)-3-methyl-10-oxo-1,2,3,4,7,8,9,10-octahydropyrido[4',3':3,4]pyrazolo[1,5-a]pyrazine-8-carboxamide